SC(C)O sulfydrylEthanol